methyl (2S)-4-[(4-fluoro-3-{[(6-methyl(3-pyridyl))amino]carbonylamino}phenyl)methyl]-2-(methoxymethyl)piperazinecarboxylate FC1=C(C=C(C=C1)CN1C[C@H](N(CC1)C(=O)OC)COC)NC(=O)NC=1C=NC(=CC1)C